C(C)(=O)OC(C)C isopropyl acetate